5-[[2-[(2S,5R)-2-(6-isoquinolyl)-5-methyl-1-piperidyl]-2-oxo-acetyl]amino]pyridine-3-carboxamide C1=NC=CC2=CC(=CC=C12)[C@H]1N(C[C@@H](CC1)C)C(C(=O)NC=1C=C(C=NC1)C(=O)N)=O